N1C(=CC2=CC=CC=C12)C1=C(N)C=CC=C1 2-(1H-indol-2-yl)aniline